FC=1C=C(CN2C3=C(C(=C(CC2=O)C(=O)OC)O)C=CC=C3)C=CC1C Methyl 1-(3-fluoro-4-methylbenzyl)-5-hydroxy-2-oxo-2,3-dihydro-1H-benzo[b]azepine-4-carboxylate